(S)-5-(1-(4-fluorophenyl)propyl)-2-(piperazin-1-yl)pyrimidine FC1=CC=C(C=C1)[C@H](CC)C=1C=NC(=NC1)N1CCNCC1